(S,E)-N7-(1-((7-((2,4-Difluorobenzyl)oxy)benzo[d]thiazol-2-yl)methyl)-2-oxo-1,2-dihydropyridin-3-yl)-N1,N1-dimethyl-6-(oxazol-2-carboxamido)hept-2-endiamid FC1=C(COC2=CC=CC=3N=C(SC32)CN3C(C(=CC=C3)NC([C@H](CC/C=C/C(=O)N(C)C)NC(=O)C=3OC=CN3)=O)=O)C=CC(=C1)F